2-[2-(aminomethyl)-3,3-difluoro-allyl]-4-[[5-(1-ethylpyrazol-4-yl)benzothiophen-2-yl]methyl]-1,2,4-triazol-3-one NCC(CN1N=CN(C1=O)CC=1SC2=C(C1)C=C(C=C2)C=2C=NN(C2)CC)=C(F)F